6-methoxy-7-(pyridin-2-ylethynyl)-N-(3-(trichloromethyl)-1,2,4-oxadiazol-5-yl)isoxazolo[4,5-b]pyridin-3-amine COC=1C(=C2C(=NC1)C(=NO2)NC2=NC(=NO2)C(Cl)(Cl)Cl)C#CC2=NC=CC=C2